ClC1C(N(CC1CCl)C1=CC(=CC=C1)C(F)(F)F)=O 3-chloro-4-chloromethyl-1-[3-(trifluoromethyl)phenyl]pyrrolidin-2-one